O=C1NC(CCC1N1C(N(C2=C1C=CC=C2C2CCN(CC2)CC2CCC(CC2)N2N=C1C=C(C(=CC1=C2)NC(OC(C)(C)C)=O)OC)C)=O)=O tert-butyl (2-((1r,4r)-4-((4-(1-(2,6-dioxopiperidin-3-yl)-3-methyl-2-oxo-2,3-dihydro-1H-benzo[d]imidazol-4-yl)piperidin-1-yl)methyl)cyclohexyl)-6-methoxy-2H-indazol-5-yl)carbamate